ClC1=CC=C(C(=N1)C=1C=CC(=C(C=O)C1)O)NC(C)C=1C=C(C=C2C(C(=C(OC12)N1CCCCC1)C)=O)C 5-[6-chloro-3-[1-[3,6-dimethyl-4-oxo-2-(1-piperidyl)chromen-8-yl]ethylamino]-2-pyridyl]-2-hydroxy-benzaldehyde